ClC=1N(C(=C(C1Cl)C(CN1C2[C@@H](CC1CC2)O)=O)C)C2=CC=C(C#N)C=C2 (±)-4-(2,3-Dichloro-4-(2-((2R)-2-hydroxy-7-azabicyclo[2.2.1]heptan-7-yl)acetyl)-5-methyl-1H-pyrrol-1-yl)benzonitrile